1-cyclopropyl-2,2,2-trifluoroethylamine hydrochloride Cl.C1(CC1)C(C(F)(F)F)N